N-(3-chloro-2-methylphenyl)-2-(morpholin-4-yl)-6-({[2-(trifluoromethyl)phenyl]carbonyl}amino)-1H-benzimidazole-4-carboxamide ClC=1C(=C(C=CC1)NC(=O)C1=CC(=CC=2NC(=NC21)N2CCOCC2)NC(=O)C2=C(C=CC=C2)C(F)(F)F)C